CN(C)C[C@H]1CN(CC1)C=1C=CC=2N(C(C=C(N2)C2=NN3C(C(=NC(=C3)C)C)=C2)=O)C1 7-{(3S)-3-[(dimethylamino)methyl]pyrrolidin-1-yl}-2-(4,6-dimethylpyrazolo[1,5-a]pyrazin-2-yl)-4H-pyrido[1,2-a]pyrimidin-4-one